3,5-dichloro-anthranilic acid ClC1=C(C(C(=O)O)=CC(=C1)Cl)N